platinum tetramethyl-ammonium hydroxide [OH-].C[N+](C)(C)C.[Pt]